NC1=NC(=NC=C1)N1CC(C(CC1)OC)CO rac-(1-(4-aminopyrimidin-2-yl)-4-methoxypiperidin-3-yl)methanol